C[NH+]1C(N(C=C(C1)C)C)C 1,2,3,5-tetramethyl-1,6-dihydropyrimidinium